BrC1=NC(=CC(=C1Br)Br)Br 2,3,4,6-tetrabromopyridine